C(CCC\C=C\C=C/CCCC)=O (E,Z)-5,7-Dodecadienal